FC(C(=O)O)(C(C(O)(F)F)(F)F)F perfluoro-4-hydroxybutyric acid